OC1=C2C(C(=COC2=CC(=C1)O)C1=CC(=C(C=C1)OC)OC)=O 5,7-Dihydroxy-3',4'-dimethoxyisoflavone